N-(cyclopropylaminothioformyl)-2-(2-fluoropyridin-3-yl)-2-(4-(trifluoromethyl)pyridin-2-yl)acetamide C1(CC1)NC(=S)NC(C(C1=NC=CC(=C1)C(F)(F)F)C=1C(=NC=CC1)F)=O